(3-chloro-2,4-difluorophenyl)(5-(2,2,2-trifluoroethoxy)pyrazin-2-yl)methanone ClC=1C(=C(C=CC1F)C(=O)C1=NC=C(N=C1)OCC(F)(F)F)F